COC(C(=O)OC)=O.C(C(=O)O)(=O)O oxalic acid dimethyl-oxalate